N[C@@H]1C(N(C2=C(OC1)C=CC(=C2)CCC(=O)N)C)=O (S)-3-(3-amino-5-methyl-4-oxo-2,3,4,5-tetrahydrobenzo[b][1,4]oxazepin-7-yl)propanamide